FC1=CC=C(C=C1)[C@H](CC)N (S)-1-(4-fluorophenyl)propan-1-amine